ClC1=C(C(=O)NC2(CCN(CC2)C2=NC=C(N=C2)C=2C=3N(C=C(C2)OCC2(CNC2)F)N=CC3C#N)C)C=C(C=C1)F 2-chloro-N-(1-(5-(3-cyano-6-((3-fluoroazetidin-3-yl)methoxy)pyrazolo[1,5-a]pyridin-4-yl)pyrazin-2-yl)-4-methylpiperidin-4-yl)-5-fluorobenzamide